5-(chloromethyl)-3-[(3R,5R)-5-(4-chlorophenyl)tetrahydrofuran-3-yl]-1,2,4-oxadiazole ClCC1=NC(=NO1)[C@@H]1CO[C@H](C1)C1=CC=C(C=C1)Cl